2,2'-dimethoxy-1,2-diphenylethane-1-one COC(C(=O)C1=CC=CC=C1)C1=C(C=CC=C1)OC